NC1CCN(CC1)C1=NC(=C2N=CN(C2=N1)C(C)C)NCC1=C(C=CC=C1)N1N=C(C=C1)N1CCN(CC1)C 2-(4-aminopiperidin-1-yl)-9-isopropyl-N-({2-[3-(4-methylpiperazin-1-yl)pyrazol-1-yl]phenyl}methyl)purin-6-amine